S(C)(=O)(=O)[O-].[Na+].FC(OC1=NNC=C1)F difluoromethoxypyrazole sodium mesylate